(3,5-bis(trifluoromethyl)phenyl)diisopropyloxyborane FC(C=1C=C(C=C(C1)C(F)(F)F)B(OC(C)C)OC(C)C)(F)F